chromium zirconium aluminum copper [Cu].[Al].[Zr].[Cr]